N1=CC(=CC=C1)C=1C=CC=C2CCC(CC12)C=1C(=NC(=CC1)C(=O)N)C(=O)N (8-(pyridin-3-yl)-1,2,3,4-tetrahydronaphthalen-2-yl)pyridine-2,6-dicarboxamide